C[C@@H]1NCC1 (S)-2-methyl-azetidine